BrC1=C(C(=O)OC)C=C(C=C1[N+](=O)[O-])F methyl 2-bromo-5-fluoro-3-nitrobenzoate